(1R,4R)-4-((4-(((2S,6R)-2,6-dimethylmorpholino)methyl)-6-((5-(5-(4-fluorophenyl)-1,3,4-oxadiazol-2-yl)thiazol-2-yl)amino)pyridin-2-yl)amino)cyclohexan-1-ol C[C@@H]1O[C@@H](CN(C1)CC1=CC(=NC(=C1)NC=1SC(=CN1)C=1OC(=NN1)C1=CC=C(C=C1)F)NC1CCC(CC1)O)C